O-methyl-D-tyrosine COC1=CC=C(C[C@@H](N)C(=O)O)C=C1